2-((tert-butyldimethylsilyl)oxy)-ethan-1-ol [Si](C)(C)(C(C)(C)C)OCCO